C(C=C)(=O)OC1=C(C(=C(C=C1)OC(C=C)=O)C#N)C#N 2,3-dicyano-1,4-phenylene diacrylate